N(C1=CC=CC=C1)C1=NC=C(C=N1)B(O)O (2-ANILINOPYRIMIDIN-5-YL)BORONIC ACID